(1R)-2,2-dimethyl-3-methylenebicycloheptane tert-butyl-(R)-4-((6-(4-(2-(tert-butoxy)-2-oxoethyl)morpholine-3-carboxamido)pyridazin-3-yl)sulfonyl)piperazine-1-carboxylate C(C)(C)(C)OC(=O)N1CCN(CC1)S(=O)(=O)C=1N=NC(=CC1)NC(=O)[C@@H]1N(CCOC1)CC(=O)OC(C)(C)C.CC1([C@H](CCCCC1=C)C1CCCCCC1)C